N'-Acetyl-piperazine C(C)(=O)N1CCNCC1